(rac)-(cis)-3-methyl-4-(3-(trifluoromethyl)phenyl)piperidine C[C@@H]1CNCC[C@@H]1C1=CC(=CC=C1)C(F)(F)F |r|